C1(=CC=CC=C1)C=1N=NN(C1)C1=CC=C(C=CC2=CC=NC=C2)C=C1 4-(4-(4-phenyl-1H-1,2,3-triazol-1-yl)styryl)pyridine